2-{[(3-Fluorophenyl)(methyl)amino]methyl}-7-(piperidin-1-yl)quinazolin-4-ol FC=1C=C(C=CC1)N(C)CC1=NC2=CC(=CC=C2C(=N1)O)N1CCCCC1